COC=1C(=CC2=CN(N=C2C1)C1CCC2(CCC(N2C)=O)CC1)C(=O)N 6-methoxy-2-((5s,8s)-1-methyl-2-oxo-1-azaspiro[4.5]decan-8-yl)-2H-indazole-5-carboxamide